1-acetyl-4-(3-(cyclopropylmethoxy)-4-(difluoromethoxy)phenyl)-N-(1-oxoisoindol-5-yl)pyrrolidine-2-carboxamide C(C)(=O)N1C(CC(C1)C1=CC(=C(C=C1)OC(F)F)OCC1CC1)C(=O)NC=1C=C2C=NC(C2=CC1)=O